3-amino-4-(7-fluoro-1H-indazol-4-yl)-6-piperidin-4-yl-1H-1,7-phenanthrolin-2-one hydrochloride Cl.NC=1C(NC2=C3C=CC=NC3=C(C=C2C1C1=C2C=NNC2=C(C=C1)F)C1CCNCC1)=O